[Na+].[Na+].C1(=CC=C(C=C1)C1=NC=2C(N1)=CC=C(C2S(=O)(=O)O)S(=O)(=O)O)C2=NC=1C(N2)=CC=C(C1S(=O)(=O)[O-])S(=O)(=O)[O-] 2,2'-(1,4-phenylene)bis-[1H-benzimidazole-4,5-disulphonic acid], disodium salt